N1=CN=C(C=C1)NS(=O)(=O)C=1C=NC(=CC1)O[C@@H]1[C@H](C[C@H](CC1)C1=CC(=CC=C1)C(F)(F)F)N(C)C |r| N-pyrimidin-4-yl-6-[rac-(1S,2S,4S)-2-(dimethylamino)-4-[3-(trifluoromethyl)phenyl]-cyclohexoxy]pyridine-3-sulfonamide